NC1=NN2C(N=C(C=C2)C=2C=C3CN(C(C3=C(C2)C2CC2)=O)[C@@H](C)C2CC2)=C1C(=O)N[C@@H](CO)C1CC1 2-amino-5-{7-cyclopropyl-2-[(1S)-1-cyclopropylethyl]-1-oxo-2,3-dihydro-1H-isoindol-5-yl}-N-[(1R)-1-cyclopropyl-2-hydroxyethyl]pyrazolo[1,5-a]pyrimidine-3-carboxamide